Cl.CN1N=C(C2=CC=C(C=C12)N[C@H]1[C@@H](CNCC1)C)C1C(NC(CC1)=O)=O 3-[1-methyl-6-[[(3R,4R)-3-methyl-4-piperidyl]amino]indazol-3-yl]piperidine-2,6-dione hydrochloride